(Sa)-6-aminospiro[3.3]hept-2-yl-carboxylic acid methyl ester hydrochloride Cl.COC(=O)C1CC2(C1)CC(C2)N